C(C)(=O)OCS(=O)[O-].[Na+] sodium 1-(acetoxy)-methanesulfinate